6-bromo-2-(2-methoxypyridin-4-yl)-2H-indazole BrC=1C=CC2=CN(N=C2C1)C1=CC(=NC=C1)OC